ClC1=C2C=NN(C2=C(C=C1)C(=O)NC1CC2(CC(C2)F)C1)CC1=CC=C(C=C1)C1=CC(=NC=C1)C(NC)=O (Ra)-6-(4-Chloro-1-(4-(2-(methylcarbamoyl)pyridin-4-yl)benzyl)-1H-indazol-7-carboxamido)-2-fluorospiro[3.3]heptan